ClC=1C=C(C=CC1OC1=C(C=CC=C1)S(=O)(=O)CC(C)C)C1=NOC(=N1)CN1C(N(C(C1=O)(C)C)CCN1CCOCC1)=O 3-((3-(3-chloro-4-(2-(isobutylsulfonyl)phenoxy)phenyl)-1,2,4-oxadiazol-5-yl)methyl)-5,5-dimethyl-1-(2-morpholinoethyl)imidazolidine-2,4-dione